2-(2-ethoxy-4-isopropylphenyl)-4,4,5,5-tetramethyl-1,3,2-dioxaborolane C(C)OC1=C(C=CC(=C1)C(C)C)B1OC(C(O1)(C)C)(C)C